NCC=1C=NN(C1)C1=C(C=C(C#N)C=C1)OC1=NC(=NC(=C1)N1CCOCC1)C 4-[4-(aminomethyl)pyrazol-1-yl]-3-(2-methyl-6-morpholin-4-ylpyrimidin-4-yl)oxybenzonitrile